N\C(\C)=N\C(=NS(=O)(=O)C1=CC=C(C=C1)C(F)(F)F)N1N=C(C(C1)C1=CC=CC=C1)C1=CC=C(C=C1)Cl (1E,NE)-N-(1-aminoethylidene)-3-(4-chlorophenyl)-4-phenyl-N'-((4-(trifluoromethyl)phenyl)sulfonyl)-4,5-dihydro-1H-pyrazole-1-carboximidamide